OC(C)C(CC)N1C(C=CC=C1)=O 1-(2-hydroxypentan-3-yl)pyridin-2(1H)-one